(R)-4-(3-(2-bromo-5-ethoxyphenyl)piperazin-1-yl)-6-isopropylpyrimidin-2-amine BrC1=C(C=C(C=C1)OCC)[C@@H]1CN(CCN1)C1=NC(=NC(=C1)C(C)C)N